6-Acetyl-Glucosamine C(C)(=O)C([C@@H]1[C@H]([C@@H]([C@H](C(O)O1)N)O)O)O